[As]1=CC=CC=C1 Arsenin